COC1=C(C=CC=C1)NCCCNC1=CC(N(C(N1C)=O)C)=O 6-[[3-(2-methoxyphenylamino)propyl]amino]-1,3-dimethyluracil